1-methyl-4-(trifluoromethyl)-1H-pyrrolo[2,3-b]pyridine CN1C=CC=2C1=NC=CC2C(F)(F)F